C(C1=CC=CC=C1)OCOCCCC(CC(C)[Li])C 6-benzyloxymethoxy-1,3-dimethylhexyllithium